N1CC(C1)OC=1C(=CC(=NC1)C#N)C1=CC=2N(C=C1)N=C(C2)NC(=O)C2CC2 N-[5-[5-(azetidin-3-yloxy)-2-cyano-4-pyridyl]pyrazolo[1,5-a]pyridin-2-yl]cyclopropanecarboxamide